CN(C(=O)[C@@H]1CC12CCN(CC2)C(=O)OC(C(F)(F)F)C(F)(F)F)C2=NC=CN=C2 |r| 1,1,1,3,3,3-Hexafluoropropan-2-yl (±)-1-(methyl(pyrazin-2-yl)carbamoyl)-6-azaspiro[2.5]octan-6-carboxylat